O1COC2=C1C=CC(=C2)C=2C=C(C=CC2C#N)C=O 3-benzodioxol-5-yl-(4-cyanophenyl)methanone